C(CCCCCCCCCCCCCCCCCCCCCCCCCCC)(=O)OCCOC(CCCCCCCCCCCCCCCCCCCCCCCCCCC)=O Ethylenglycol dimontanat